FC1=C(C=CC=C1)C1=CC(=CN1)CNC 1-[5-(2-Fluorophenyl)-1H-pyrrol-3-yl]-N-methylmethanamine